C12(CCC(CC1)C2)C(=O)C21CCC(CC2)C1 norbornyl ketone